2,7-bis(ethynyl)-9-fluorenylmethanol C(#C)C1=CC=2C(C3=CC(=CC=C3C2C=C1)C#C)CO